5-bromo-N-[4-bromo-2-methyl-6-(methylcarbamoyl)phenyl]-2-(2,2-difluoroethyl)pyrazole-3-carboxamide BrC=1C=C(N(N1)CC(F)F)C(=O)NC1=C(C=C(C=C1C(NC)=O)Br)C